6-((S or R)-1-(((R)-((S)-7-(1-methyl-1H-pyrazol-4-yl)-2,3-dihydro-1H-pyrido[2,3-b][1,4]oxazin-3-yl)(phenyl)methyl)amino)propan-2-yl)nicotinonitrile CN1N=CC(=C1)C1=CC2=C(O[C@@H](CN2)[C@@H](C2=CC=CC=C2)NC[C@H](C)C2=NC=C(C#N)C=C2)N=C1 |o1:23|